tert-butyl (1-(5-aminopyridin-3-yl)cyclopropyl)carbamate NC=1C=C(C=NC1)C1(CC1)NC(OC(C)(C)C)=O